tert-butyl 2-(5-(2-((3R,5R)-3,5-dimethylmorpholine-4-carbonyl)-4-fluorophenoxy)pyrimidin-4-yl)-2,7-diazaspiro[3.5]nonane-7-carboxylate C[C@H]1N([C@@H](COC1)C)C(=O)C1=C(OC=2C(=NC=NC2)N2CC3(C2)CCN(CC3)C(=O)OC(C)(C)C)C=CC(=C1)F